hexahydrofuroimidazole N1CNC2C1CCO2